1-[6,7-dichloro-10-(1H-pyrazol-4-yl)-3,4-dihydro-1H-pyrazino[1,2-a]indol-2-yl]-3-(1,2,4-triazol-1-yl)propan-1-one ClC1=C(C=CC=2C(=C3N(C12)CCN(C3)C(CCN3N=CN=C3)=O)C=3C=NNC3)Cl